O1N=C(C2=C1C=CC=C2)C(CCC)S(=O)(=O)N (1,2-Benzooxazol-3-yl)butane-1-sulphonamide